ClC1=C(C=CC(=C1)C(F)(F)F)NC(CN1C=2N(C(C(=C1CC)N1CCN(CC1)C(C1=C(C=CC=C1)O)=O)=O)N=C(N2)C2=CCCCCC2)=O N-(2-chloro-4-(trifluoromethyl)phenyl)-2-(2-(cyclohepta-1-en-1-yl)-5-ethyl-6-(4-(2-hydroxybenzoyl)piperazin-1-yl)-7-oxo-[1,2,4]triazolo[1,5-a]pyrimidin-4(7H)-yl)acetamide